2-(5-Bromo-pyridin-3-yl)-pentanoic acid (5-bromo-3-methyl-pyridin-2-yl)-amide BrC=1C=C(C(=NC1)NC(C(CCC)C=1C=NC=C(C1)Br)=O)C